2,4-dichloro-6-methyl-6-phenyl-5,6,7,8-tetrahydroquinazoline ClC1=NC=2CCC(CC2C(=N1)Cl)(C1=CC=CC=C1)C